3-Amino-2-fluorobenzamide NC=1C(=C(C(=O)N)C=CC1)F